6-[8-(4-Chlorophenyl)-6-azaspiro[3.4]octane-6-carbonyl]-1H-pyrazin-2-one ClC1=CC=C(C=C1)C1CN(CC12CCC2)C(=O)C2=CN=CC(N2)=O